COC(=O)C1(CC=C(CC1)C=1N=C(C2=C(N1)C=CS2)NC2=NNC(=C2)C)OC 1-methoxy-4-(4-((5-methyl-1H-pyrazol-3-yl)amino)thieno[3,2-d]pyrimidin-2-yl)cyclohex-3-enecarboxylic acid methyl ester